R-β-Hydroxybutyrate O[C@@H](CC(=O)[O-])C